C(C(C)C)N(\N=C\C1=CC(=C(C=C1)B(O)O)OC)C=1C2=C(N=C(N1)C)C=CS2 [4-[(E)-[isobutyl-(2-methylthieno[3,2-d]pyrimidin-4-yl)hydrazono]methyl]-2-methoxy-phenyl]boronic acid